tri-i-propyl-amine C(C)(C)N(C(C)C)C(C)C